1H-pyrrole 2-(trimethyl-ammonio)ethyl-hydrogenphosphate C[N+](CCOP(=O)(O)[O-])(C)C.N1C=CC=C1